N-((1,2,3,5,6,7-hexahydro-s-indacen-4-yl)carbamoyl)-9-hydroxy-9-methyl-6,7,8,9-tetrahydro-5H-5,8-ethanobenzo[7]annulene-2-sulfonamide C1CCC2=C(C=3CCCC3C=C12)NC(=O)NS(=O)(=O)C=1C=CC2=C(C(C3CCC2CC3)(C)O)C1